C(#N)C(C)(C)N(C=O)N=NNC=O (cyano-1-methylethyl)azoformamide